4-((6,7-dimethoxyquinazolin-4-yl)oxy)-2-methoxyaniline COC=1C=C2C(=NC=NC2=CC1OC)OC1=CC(=C(N)C=C1)OC